3-{[((1R)-5-{methyl[4-(methylethyl)phenyl]amino}isoindolinyl)methyl]amino}pyridine-4-carboxylic acid CC(C)C1=CC=C(C=C1)N(C)C2=CC3=C(C=C2)[C@@H](NC3)CNC4=C(C=CN=C4)C(=O)O